ClC1=C(C=C(C=C1)F)C1N(C(C=2C=3C(=NN=C(C3C=C(C21)NC(C2=CC(=CC(=C2)C(F)(F)F)F)=O)NCC2=CC=C(C=C2)C)NCC2=CC=C(C=C2)C)=O)CC2=CC=C(C=C2)OC N-(7-(2-chloro-5-fluorophenyl)-8-(4-methoxybenzyl)-1,4-bis((4-methylbenzyl)amino)-9-oxo-8,9-dihydro-7H-pyrrolo[3,4-f]phthalazin-6-yl)-3-fluoro-5-(trifluoromethyl)benzamide